C(=O)(OC(C)(C)C)N1C[C@H](CC1)O (S)-1-N-boc-3-hydroxy-pyrrolidine